n-butylaluminium C(CCC)[Al]